6-Chloro-4-(4-formylphenyl)-1-phenyl-1H-pyrrolo[2,3-b]pyridine ClC1=CC(=C2C(=N1)N(C=C2)C2=CC=CC=C2)C2=CC=C(C=C2)C=O